2-((3-chloro-4-(4-hydroxy-3-isopropylbenzyl)-5-methylbenzyl)thio)acetamide ClC=1C=C(CSCC(=O)N)C=C(C1CC1=CC(=C(C=C1)O)C(C)C)C